3-[(3-fluoro-2-methoxyphenyl)amino]-2-[5-(2-methoxyethoxy)pyrimidin-4-yl]-1H,5H,6H,7H-pyrrolo[3,2-c]pyridin-4-one FC=1C(=C(C=CC1)NC1=C(NC2=C1C(NCC2)=O)C2=NC=NC=C2OCCOC)OC